CC1(OB(OC1(C)C)C1=CC=CC=2N(C(N(C21)COCC[Si](C)(C)C)=O)COCC[Si](C)(C)C)C (4,4,5,5-tetramethyl-1,3,2-dioxaborolan-2-yl)-1,3-bis((2-(trimethylsilyl)ethoxy)methyl)-1H-benzo[d]imidazol-2(3H)-one